[Si](C1=CC=CC=C1)(C1=CC=CC=C1)(C(C)(C)C)OC[C@@H]1O[C@H]([C@@H]([C@H]1NC1=NC(=NC(=C1[N+](=O)[O-])Cl)SCCC)F)C(OC)OC N-((2R,3S,4R,5S)-2-(((tert-butyldiphenylsilyl)oxy)methyl)-5-(dimethoxymethyl)-4-fluorotetrahydrofuran-3-yl)-6-chloro-5-nitro-2-(propylthio)pyrimidin-4-amine